aminopropionyl-aniline NCCC(=O)NC1=CC=CC=C1